4-chloro-2-iodo-6-(trifluoromethyl)-phenylacetic acid ClC1=CC(=C(C(=C1)C(F)(F)F)CC(=O)O)I